COC(=O)NC(C(CC(=O)OCC)C)C ethyl 4-((methoxy carbonyl)amino)-3-methylpentanoate